NCCN(C(=O)C1=CC2=C(N(C(=N2)C2=CC=C(C=C2)S(=O)(=O)C)C2=CC=C(C=C2)C)C=C1)C N-(2-aminoethyl)-N-methyl-2-(4-(methylsulfonyl)phenyl)-1-(p-tolyl)-1H-benzo[d]imidazole-5-Formamide